(2-methoxyphenyl)-tert-butylphosphine COC1=C(C=CC=C1)PC(C)(C)C